(R)-N-((1-(6-bromo-3-methylpyridin-2-carbonyl)-5,5-difluoropiperidin-2-yl)methyl)acetamide BrC1=CC=C(C(=N1)C(=O)N1[C@H](CCC(C1)(F)F)CNC(C)=O)C